6-((2-((3R,4S)-3-Amino-4-fluoropiperidin-1-yl)-4-(trifluoromethyl)-1H-benzo[d]imidazol-1-yl)methyl)nicotinonitril N[C@@H]1CN(CC[C@@H]1F)C1=NC2=C(N1CC1=NC=C(C#N)C=C1)C=CC=C2C(F)(F)F